6-bromo-1-(methyl-d3)-3,4-dihydroquinolin-2-one BrC=1C=C2CCC(N(C2=CC1)C([2H])([2H])[2H])=O